C(C1=CC=CC=C1)OC1=NC(=CC=C1N1C(C2=CC=C(C(=C2[C@H]1C)F)N1[C@@H](CN(CC1)C1CC(C1)OC1CCN(CC1)C(=O)OC(C)(C)C)C)=O)OCC1=CC=CC=C1 tert-butyl 4-[(1r,3r)-3-[(3R)-4-[(3R)-2-[2,6-bis(benzyloxy)pyridin-3-yl]-4-fluoro-3-methyl-1-oxo-3H-isoindol-5-yl]-3-methylpiperazin-1-yl]cyclobutoxy]piperidine-1-carboxylate